N2-isopropyl-N4-(4-(methylsulfonyl)benzyl)thieno[3,2-d]pyrimidine-2,4-diamine C(C)(C)NC=1N=C(C2=C(N1)C=CS2)NCC2=CC=C(C=C2)S(=O)(=O)C